(S)-3-(3-chloro-4-fluorophenyl)-1-(8-fluoro-3-methyl-6-oxo-1,2,3,4,5,6-hexahydrobenzo[c][1,7]naphthyridin-1-yl)-1-methylurea ClC=1C=C(C=CC1F)NC(N(C)[C@H]1C=2C3=C(C(NC2CN(C1)C)=O)C=C(C=C3)F)=O